CN1C(N(C2=C1C=C(C=C2C=2CCN(CC2)C(=O)OC(C)(C)C)C=2C=CC=C1C=C(N=CC21)C=2C=NN(C2)C)C)=O tert-butyl 4-[1,3-dimethyl-6-[3-(1-methylpyrazol-4-yl)-8-isoquinolyl]-2-oxo-benzimidazol-4-yl]-3,6-dihydro-2H-pyridine-1-carboxylate